C[C@H]1O[C@@H](CN(C1)CCNC(C1=CN=C(C(=C1)NC1=NN(C=2C=3N(N=CC21)C=C(C3)C=3C=NN(C3)C)C)C)=O)C |r| rac-N-(2-((2R,6R)-2,6-dimethylmorpholino)ethyl)-6-methyl-5-((1-methyl-8-(1-methyl-1H-pyrazol-4-yl)-1H-pyrazolo[3,4-d]pyrrolo[1,2-b]pyridazin-3-yl)amino)nicotinamide